2-(5-(4-chlorophenyl)furan-2-yl)-[1,2,4]triazolo[1,5-a]pyridine ClC1=CC=C(C=C1)C1=CC=C(O1)C1=NN2C(C=CC=C2)=N1